zinc N-acetyltryptophanate C(C)(=O)N[C@@H](CC1=CNC2=CC=CC=C12)C(=O)[O-].[Zn+2].C(C)(=O)N[C@@H](CC1=CNC2=CC=CC=C12)C(=O)[O-]